C(C)(C)(C)OC(=O)N1CC(C(CC1)(O)O)F 3-fluoro-4,4-dihydroxypiperidine-1-carboxylic acid tert-butyl ester